titanium dipropionate bis(lactate) C(C(O)C)(=O)[O-].C(C(O)C)(=O)[O-].C(CC)(=O)[O-].C(CC)(=O)[O-].[Ti+4]